(2R)-2-(6-{5-chloro-2-[(oxan-4-yl)amino]pyrimidin-4-yl}-1-oxo-2,3-dihydro-1H-isoindol-2-yl)-N-[(1R)-1-[6-(piperazin-1-yl)pyridin-2-yl]ethyl]propanamide ClC=1C(=NC(=NC1)NC1CCOCC1)C1=CC=C2CN(C(C2=C1)=O)[C@@H](C(=O)N[C@H](C)C1=NC(=CC=C1)N1CCNCC1)C